C(N)(=O)C1=CC(=C(C=C1)[C@@H]1OC2=C(C=CC=C2C=C1)C1CCN(CC1)CC1=NC=2C(=NC(=CC2)C(=O)O)N1C[C@H]1OCC1)F 2-((4-((R)-2-(4-carbamoyl-2-fluorophenyl)-2H-chromene-8-yl)piperidin-1-yl)methyl)-3-(((S)-Oxetan-2-yl)methyl)-3H-imidazo[4,5-b]pyridine-5-carboxylic acid